6-(2-nitro-5-(2-azidoethoxy)benzyl)guanosine [N+](=O)([O-])C1=C(CC2(C=3N=CN([C@H]4[C@H](O)[C@H](O)[C@@H](CO)O4)C3N=C(N2)N)O)C=C(C=C1)OCCN=[N+]=[N-]